4-fluoro-1H-imidazole-5-carboxylate FC=1N=CNC1C(=O)[O-]